CC1=CC(=NS1)C1=CC=CC=C1 5-methyl-3-phenylisothiazole